3,3-difluoro-N-{4-fluoro-3-[5-(3-methylbutyl)-2H-pyrazolo[3,4-b]pyridin-2-yl]phenyl}azetidine FC1(CN(C1)C1=CC(=C(C=C1)F)N1N=C2N=CC(=CC2=C1)CCC(C)C)F